1-cyclopropyl-7-(1-((2,4-diaminopyrimidin-5-yl)methyl)-6-fluoroindolin-5-yl)-6-fluoro-4-oxo-1,4-dihydroquinoline-3-carboxylic acid C1(CC1)N1C=C(C(C2=CC(=C(C=C12)C=1C=C2CCN(C2=CC1F)CC=1C(=NC(=NC1)N)N)F)=O)C(=O)O